C(CCC=O)=O 1,4-butanedialdehyde